3-Chloro-5-(3-(3-oxotetrahydro-1H-pyrrolo[1,2-c]imidazol-2(3H)-yl)piperidin-1-yl)pyrazine-2-carbonitrile ClC=1C(=NC=C(N1)N1CC(CCC1)N1C(N2C(C1)CCC2)=O)C#N